FC1=CC=C(C=C1)C#CC1=CC=CC=C1 1-fluoro-4-(phenylethynyl)benzene